(S)-3-amino-4-(7-bromo-4-((thiophen-2-ylmethyl)amino)thieno[3,2-d][1,2,3]triazin-6-yl)butanenitrile N[C@@H](CC#N)CC1=C(C=2N=NN=C(C2S1)NCC=1SC=CC1)Br